Cl.NC1CC(C1)CC(=O)O (3-amino-cyclobutyl)-acetic acid hydrochloride